N-(5-(N-(4-chlorophenyl)sulfamoyl)-6-methoxypyridin-3-yl)-5,6-dihydro-4H-4,7-ethanothieno[2,3-b]pyridine-3-carboxamide ClC1=CC=C(C=C1)NS(=O)(=O)C=1C=C(C=NC1OC)NC(=O)C1=CSC=2N3CCC(C21)CC3